2-[[2-(4-Hydroxyanilino)-2-oxo-ethyl]sulfamoyl]-N-isobutylbenzamide OC1=CC=C(NC(CNS(=O)(=O)C2=C(C(=O)NCC(C)C)C=CC=C2)=O)C=C1